BrC=1C=C2C=NNC(C2=C(C1)F)=O 6-bromo-8-fluorophthalazin-1(2H)-one